OC1=CC=C(C=C1)C1=NC(=NC(=N1)C1=CC=C(C=C1)O)NC1=CC=C(C=C1)/C=C/C(=O)O (E)-3-(4-((4,6-bis(4-hydroxyphenyl)-1,3,5-triazin-2-yl)amino)phenyl)acrylic acid